3-(5-(((1S,2S)-2-(3-(3-fluorotetrahydro-2H-pyran-4-yl)azetidin-1-yl)cyclohex-yl)oxy)-1-oxoisoindolin-2-yl)piperidine-2,6-dione FC1COCCC1C1CN(C1)[C@@H]1[C@H](CCCC1)OC=1C=C2CN(C(C2=CC1)=O)C1C(NC(CC1)=O)=O